CCCCCCCCCCCCN 12-dodecylamine